7-Bromo-2-fluoro-1-benzofuran BrC1=CC=CC=2C=C(OC21)F